C=1CC=C2NC=3C=CC=CC3C21 2,4-dihydro-cyclopenta[b]indole